N-(6-(4-cyano-3-fluorophenyl)-1-(3-fluorophenyl)-1H-pyrazolo[3,4-d]pyrimidin-4-yl)-5-nitrothiophene-2-carboxamide C(#N)C1=C(C=C(C=C1)C1=NC(=C2C(=N1)N(N=C2)C2=CC(=CC=C2)F)NC(=O)C=2SC(=CC2)[N+](=O)[O-])F